C(C1=CC=CC=C1)(=O)OC1=C(C(=C(C(O1)(C(C(=O)N)=C)CC)O)O)O 2-(6-(benzoyloxy)-3,4,5-trihydroxyethyl-2H-pyran-2-yl)acrylamide